CN1C(=CC=2C(=NC(=CC21)C2=CC(=C(C=C2F)N2CC1CCC(C2)N1CCCO)F)C)C1=CC=C(C=C1)S(=O)(=O)C 3-(3-(4-(1,4-Dimethyl-2-(4-(methylsulfonyl)phenyl)-1H-pyrrolo[3,2-c]pyridin-6-yl)-2,5-difluorophenyl)-3,8-diazabicyclo[3.2.1]octan-8-yl)propan-1-ol